(4-Acetamido-7-(2-(4-(6-fluorobenzo[b]thiophen-4-yl)piperazin-1-yl) ethyl)-2-oxoquinolin-1(2H)-yl)methyl hexanoate C(CCCCC)(=O)OCN1C(C=C(C2=CC=C(C=C12)CCN1CCN(CC1)C1=CC(=CC=2SC=CC21)F)NC(C)=O)=O